N1(CCCCC1)S(=O)(=O)CCCCC(=O)O 5-(piperidin-1-ylsulfonyl)pentanoic acid